6-(2-fluoro-4-(7-(2-methoxyethoxy)-2-(methyl-d3)-2H-indazol-4-yl)benzyl)-6,7-dihydro-5H-pyrrolo[3,4-b]pyridin-5-one-7,7-d2 FC1=C(CN2C(C3=NC=CC=C3C2=O)([2H])[2H])C=CC(=C1)C=1C2=CN(N=C2C(=CC1)OCCOC)C([2H])([2H])[2H]